NC=1C(=CC(=C(C1)S(=O)(=O)N(C)C)C)C=O 5-amino-4-formyl-N,N,2-trimethyl-benzenesulfonamide